OCCCN1CC(N2C=3C(=CC=CC13)C=C2C2=NC1=C(N2C)C(=CC(=C1)C=O)OC)C (2-(1-(3-hydroxypropyl)-3-methyl-2,3-dihydro-1H-pyrrolo[1,2,3-de]quinoxalin-5-yl)-7-methoxy-1-methyl-1H-benzo[d]imidazol-5-yl)methanone